NCC=1SC=C(N1)C1=CC(=CC=2C=COC21)COC2=C(C=CC=C2)CC(=O)OCC ethyl 2-(2-((7-(2-(aminomethyl)thiazol-4-yl)benzofuran-5-yl)methoxy)phenyl)acetate